1,3-bis(7,7,9,9-tetramethyl-1,4-dioxa-8-phosphaspiro[4.5]decan-8-yl)propane CC1(CC2(OCCO2)CC(P1CCCP1C(CC2(OCCO2)CC1(C)C)(C)C)(C)C)C